(S)-2-((4-((2-hydroxy-1-phenylethyl)amino)-5-(1,3,4-oxadiazol-2-yl)pyrimidin-2-yl)amino)-6,7-dihydro-5H-pyrrolo[3,4-b]pyridin-5-one OC[C@H](C1=CC=CC=C1)NC1=NC(=NC=C1C=1OC=NN1)NC1=CC=C2C(=N1)CNC2=O